glycidyl-3,5-diglycidyl-3,5-diglycidyl-dimethyl-aniline C(C1CO1)C1C(N(C)C)=CC(CC1(CC1CO1)CC1CO1)(CC1CO1)CC1CO1